2,6-octadienoic acid methyl ester COC(C=CCCC=CC)=O